methyl N-[4-carbamoyl-1-[4-(cyanomethyl)-3-fluoro-1-[[2-fluoro-4-(3-furyl)-5-hydroxy-phenyl]methyl]-4-piperidyl]pyrazol-3-yl]carbamate C(N)(=O)C=1C(=NN(C1)C1(C(CN(CC1)CC1=C(C=C(C(=C1)O)C1=COC=C1)F)F)CC#N)NC(OC)=O